4-(4-(6-propenoyl-2,6-diazaspiro[3.3]heptan-2-yl)phenyl)-6-(1-(methyl-d3)-1H-pyrazol-4-yl)pyrazolo[1,5-a]pyrazine-3-carbonitrile C(C=C)(=O)N1CC2(CN(C2)C2=CC=C(C=C2)C=2C=3N(C=C(N2)C=2C=NN(C2)C([2H])([2H])[2H])N=CC3C#N)C1